C(C)(C)(C)C1=NN(C(=C1)NC(=O)NC1=CC=C(C=C1)OC1=CC=NC=2NC(C=NC21)=O)C2=CC=CC=C2 1-(3-(tert-butyl)-1-phenyl-1H-pyrazol-5-yl)-3-(4-((3-keto-3,4-dihydropyrido[2,3-b]pyrazin-8-yl)oxy)phenyl)urea